C(C=C)C=1N=CC(=NC1)CC1=C2C=CNC2=CC(=C1OC1=CC(=C(C=C1)F)C1=NC(=NN1C)C(C)(CCC=C)C1=CC(=CC=C1)Br)F 4-((5-Allylpyrazin-2-yl)methyl)-5-(3-(3-(2-(3-bromophenyl)hex-5-en-2-yl)-1-methyl-1H-1,2,4-triazol-5-yl)-4-fluorophenoxy)-6-fluoro-1H-indole